4-((2-cyano-4-fluorophenyl)thio)-6-(6-((3S,4S)-3,4-dihydroxypyrrolidin-1-yl)pyridin-3-yl)pyrazolo[1,5-a]pyridine-3-carbonitrile C(#N)C1=C(C=CC(=C1)F)SC=1C=2N(C=C(C1)C=1C=NC(=CC1)N1C[C@@H]([C@H](C1)O)O)N=CC2C#N